CC1=NN2C(=NN=C(C2=C1)C1=C(C=CC=C1)OC(F)(F)F)N[C@H]1CN(CCC1)C 2-methyl-N-[(3R)-1-methylpiperidin-3-yl]-4-[2-(trifluoromethoxy)phenyl]pyrazolo[1,5-d][1,2,4]triazine-7-amine